4-((1s,3s)-3-(3-methyl-2-oxo-2,3-dihydro-1H-benzo[d]imidazol-4-yl)cyclobutane-1-carbonyl)piperazine-1-carboxylic acid tert-butyl ester C(C)(C)(C)OC(=O)N1CCN(CC1)C(=O)C1CC(C1)C1=CC=CC=2NC(N(C21)C)=O